4-amino-N-((1R,4S)-6-fluoro-1-methylisochroman-4-yl)-N-methyl-imidazo[1,5-a]quinoxaline-8-carboxamide NC=1C=2N(C3=CC(=CC=C3N1)C(=O)N(C)[C@@H]1CO[C@@H](C3=CC=C(C=C13)F)C)C=NC2